FC1=C(CNC2=NC=3C4C(C(CC3C(=N2)C2=CC=C(C=C2)OC)C4)(C)C)C=CC(=C1)F N-(2,4-difluorobenzyl)-4-(4-methoxyphenyl)-7,7-dimethyl-5,6,7,8-tetrahydro-6,8-methanoquinazolin-2-amine